6-chloro-N-[5-(2,2-difluoroethyl)-4,6-dimethoxy-pyrimidin-2-yl]-1H-pyrrolo[2,3-b]pyridine-3-sulfonamide ClC1=CC=C2C(=N1)NC=C2S(=O)(=O)NC2=NC(=C(C(=N2)OC)CC(F)F)OC